zinc picoline borohydride [BH4-].N1=C(C=CC=C1)C.[Zn+2].[BH4-]